C(#N)C1=C(C(=C2CCCC2=C1)NC(=O)NS(=O)(=O)C=1SC=C(C1)C(C)(C)O)C1=CC=2N(C=C1)C=NC2 N-((6-cyano-5-(imidazo[1,5-a]pyridin-7-yl)-2,3-dihydro-1H-inden-4-yl)carbamoyl)-4-(2-hydroxypropan-2-yl)thiophene-2-sulfonamide